1-(3,3-difluoro-2,3-dihydrobenzofuran-7-yl)ethane-1-amine hydrochloride Cl.FC1(COC2=C1C=CC=C2C(C)N)F